8-cyclopropyl-6-(difluoromethyl)-N-[(1S)-1-[2-[6-(difluoromethyl)pyrimidin-4-yl]-1,2,4-triazol-3-yl]ethyl]quinazolin-4-amine C1(CC1)C=1C=C(C=C2C(=NC=NC12)N[C@@H](C)C=1N(N=CN1)C1=NC=NC(=C1)C(F)F)C(F)F